NC=1C(=NC(=CN1)C1=NC=CC(=C1C#N)OC)C(=O)NC1=NC=CC=C1N1CCC(CC1)(C)N 3-amino-N-(3-(4-amino-4-methylpiperidin-1-yl)pyridin-2-yl)-6-(3-cyano-4-methoxypyridin-2-yl)pyrazine-2-carboxamide